C(C)(C)N(P(OCCOC)CP(OC(C)(C)C)(OC(C)(C)C)=O)C(C)C di-tert-butyl [(7-isopropyl-8-methyl-2,5-dioxa-7-aza-6-phosphanonan-6-yl)methyl]phosphonate